[Li]C1=C(C(=O)O)C=CC(=C1C#N)OCCN(C)C.FC1=C(C=CC=C1)S(=O)(=O)NCC(C1=CC=C(C=C1)C1=NOC(=N1)C(F)(F)F)=O 2-fluoro-N-(2-oxo-2-(4-(5-(trifluoromethyl)-1,2,4-oxadiazol-3-yl)phenyl)ethyl)benzenesulfonamide lithio-3-cyano-4-[2-(dimethylamino)ethoxy]benzoate